FC=1C=C(C=CC1OC1=NC=NC2=CC(=C(C=C12)OC)OCCC(C)C)NC(=O)C1=C(N(C2=CC=C(C=C2C1=O)OC(F)(F)F)C)C N-(3-fluoro-4-((7-(isopentyloxy)-6-methoxyquinazolin-4-yl)oxy)phenyl)-1,2-dimethyl-4-oxo-6-(trifluoromethoxy)-1,4-dihydroquinoline-3-carboxamide